N-(2-Butyryloxyethyl)Methacrylamide tert-Butyl-2-(5-ethynyl-3-pyridyl)-3,6-dihydro-2H-pyridine-1-carboxylate C(C)(C)(C)OC(=O)N1C(CC=CC1)C=1C=NC=C(C1)C#C.C(CCC)(=O)OCCNC(C(=C)C)=O